2-(((6-bromopyridin-2-yl)oxy)methyl)-5-chloro-3-fluoropyridine BrC1=CC=CC(=N1)OCC1=NC=C(C=C1F)Cl